2-(4-fluoro-6-oxo-pyridazin-1-yl)propanoic acid FC=1C=NN(C(C1)=O)C(C(=O)O)C